6-amino-N-(5-fluoro-6-(2-isopropylphenyl)pyridin-2-yl)pyridine-2-sulfonamide NC1=CC=CC(=N1)S(=O)(=O)NC1=NC(=C(C=C1)F)C1=C(C=CC=C1)C(C)C